BrC=1C(=CC(=C(C1)B(O)O)N1N=CC=C1)OC [5-BROMO-4-METHOXY-2-(1H-PYRAZOL-1-YL)PHENYL]BORONIC ACID